[3-(5-bromothiazol-2-yl)-1-bicyclo[1.1.1]pentanyl]-2-(1-methylsulfonylcyclopropyl)oxazole-5-carboxamide BrC1=CN=C(S1)C12CC(C1)(C2)C=2N=C(OC2C(=O)N)C2(CC2)S(=O)(=O)C